N-[2,4-difluoro-3-([[3-methyl-4-(pyridin-4-yl)-1H-pyrazolo[3,4-b]pyridin-5-yl]oxy]methyl)phenyl]-5-fluoro-2-methoxypyridine-3-sulfonamide FC1=C(C=CC(=C1COC=1C(=C2C(=NC1)NN=C2C)C2=CC=NC=C2)F)NS(=O)(=O)C=2C(=NC=C(C2)F)OC